C(C)(C)(C)OC(CN1C(C2=CC(=CC=C2CC1)C1=NC(=NC=C1Cl)Cl)=O)=O 2-[7-{2,5-dichloropyrimidin-4-yl}-1-oxo-1,2,3,4-tetrahydro-isoquinolin-2-yl]acetic acid tert-butyl ester